N-pivaloyloxyphthalimide-3-d C(C(C)(C)C)(=O)ON1C(C2=C(C1=O)C(=CC=C2)[2H])=O